C(C=CC=CC=CCCCCCCCCCC)=O 11Z,14Z-heptadecatrienal